7-Acetyl-5-methoxybenzo[f]cinnolin-2(3H)-one C(C)(=O)C1=CC=CC=2C3=CC(NN=C3C(=CC21)OC)=O